O1C[C@@H](OC2=NC=CC=C21)C2=CC=C(CN1CCC(CC1)NS(=O)(=O)C)C=C2 N-(1-{4-[(3S)-2,3-dihydro[1,4]dioxino[2,3-b]pyridin-3-yl]benzyl}piperidin-4-yl)methanesulfonamide